tert-Butyl 4-(5-fluorooxazolo[4,5-b]pyridin-2-yl)piperazine-1-carboxylate FC1=CC=C2C(=N1)N=C(O2)N2CCN(CC2)C(=O)OC(C)(C)C